5-(benzo[d]oxazol-4-ylmethoxy)-2-methoxyisonicotinaldehyde O1C=NC2=C1C=CC=C2COC2=CN=C(C=C2C=O)OC